5-bromo-2,4-difluoroquinazoline BrC1=C2C(=NC(=NC2=CC=C1)F)F